CN(CCN1C(=NC2=C1C=C1C(=C2)OCCO1)CCNCCC=1OC2=C(C(=NC=C2)NCC2=NC=CC=C2F)N1)C 2-(2-((2-(1-(2-(dimethylamino)ethyl)-6,7-dihydro-1H-[1,4]dioxino[2',3':4,5]benzo[1,2-d]imidazol-2-yl)ethyl)amino)ethyl)-N-((3-fluoropyridin-2-yl)methyl)oxazolo[4,5-c]pyridin-4-amine